[Si].SCC(=O)O mercaptoacetic acid silicon